[Np].[Am].[U].[Pu] plutonium uranium americium neptunium